FC(C(=O)O)(F)F.NC[C@@H]1CC[C@H](CC1)NC(=O)C=1OC2=C(C1)C=C(C=C2)Cl trans-N-(4-(aminomethyl)cyclohexyl)-5-chlorobenzofuran-2-carboxamide 2,2,2-trifluoroacetate